CC(CO)=CCCC(=CCO)C 2,6-dimethyl-2,6-octadien-1,8-diol